NC1=NC=C(C=N1)C#CC=1C(=C(C=CC1F)NS(=O)(=O)C1=CC(=CC=2CCOC21)Cl)F N-(3-((2-aminopyrimidin-5-yl)ethynyl)-2,4-difluorophenyl)-5-chloro-2,3-dihydro-1-benzofuran-7-sulfonamide